N-(1-hydroxypropan-2-yl)-4-methyl-2-(4-(trifluoromethyl)phenyl)quinoline-7-carboxamide OCC(C)NC(=O)C1=CC=C2C(=CC(=NC2=C1)C1=CC=C(C=C1)C(F)(F)F)C